ClC=1C=CC(=C(C1)S(=O)(=O)N)OC (5-chloro-2-methoxyphenyl)sulfonamide